methyl 4-nitro-α-cyanocinnamate [N+](=O)([O-])C1=CC=C(C=C(C(=O)OC)C#N)C=C1